(6R)-N'-((1,2,3,5,6,7-hexahydro-s-indacen-4-yl)carbamoyl)-6-(2-(methylamino)ethoxy)-6,7-dihydro-5H-pyrazolo[5,1-b][1,3]oxazine-3-sulfonimidamide C1CCC2=C(C=3CCCC3C=C12)NC(=O)N=S(=O)(N)C=1C=NN2C1OC[C@@H](C2)OCCNC